2-chloromethyl-3,4,5-trifluorobromobenzene ClCC1=C(C=C(C(=C1F)F)F)Br